CN(CC/C=C/C(=O)O)C (E)-5-(dimethylamino)pent-2-enoic acid